CC1(CCOC2=CC=CC(=C12)C(C(=O)OCC)N1CC(C1)OCCCCCC1=NC=2NCCCC2C=C1)C ethyl 2-(4,4-dimethylchroman-5-yl)-2-(3-((5-(5,6,7,8-tetrahydro-1,8-naphthyridin-2-yl)pentyl)oxy)azetidin-1-yl)acetate